(3R,4S)-4-fluoro-1-[(2R)-3,3,3-trifluoro-2-hydroxy-2-methylpropanoyl]pyrrolidin F[C@H]1CCN(C1)C([C@@](C(F)(F)F)(C)O)=O